C1(CCCC1)OC=1C=C(C=O)C=CC1OC 3-(cyclopentyloxy)-4-methoxybenzaldehyde